CN(CC1=NC(=CC=C1)C=1N=CN(C1)C(C1=CC=CC=C1)(C1=CC=CC=C1)C1=CC=CC=C1)C N,N-dimethyl-1-(6-(1-trityl-1H-imidazol-4-yl)pyridin-2-yl)methanamine